C(C1=CC=CC=C1)N(C(=O)C1=NNC2=CC=C(C=C12)Cl)C1CCN(CC1)CCCC N-benzyl-N-(1-butylpiperidin-4-yl)-5-chloro-1H-indazole-3-carboxamide